(2S,6R)-tert-butyl 4-((R)-1-methoxy-1-oxopropan-2-yl)-2,6-dimethylpiperazine-1-carboxylate COC([C@@H](C)N1C[C@@H](N([C@@H](C1)C)C(=O)OC(C)(C)C)C)=O